((tert-Butyldimethylsilanyloxy)methyl)-2,6-dimethoxy-N-(4-methoxybenzo[d]isoxazol-3-yl)benzenesulfonamide [Si](C)(C)(C(C)(C)C)OCC=1C(=C(C(=CC1)OC)S(=O)(=O)NC1=NOC2=C1C(=CC=C2)OC)OC